ClC1=C(C(=NC(=C1C(=O)O)OC1=C(C=CC=C1)C(C)C)Cl)Cl 4,5,6-trichloro-2-(2-isopropylphenoxy)nicotinic acid